C(C)(C)(C)C=1C=C(C=CC1)C1=CC(=CC=C1)[C@H](C(=O)N1CC2=C(CCC1)N=C(NC2=O)C2(CC2)C=2SC=C(C2)C2CCCCC2)O (R)-6-(2-(3'-(tert-butyl)-[1,1'-biphenyl]-3-yl)-2-hydroxyacetyl)-2-(1-(4-cyclohexylthiophen-2-yl)cyclopropyl)-3,5,6,7,8,9-hexahydro-4H-pyrimido[5,4-c]azepin-4-one